CN([C@@H]1CN(CCC1)C=1C=CC=CC1)C 3-[(3S)-3-(dimethylamino)piperidin-1-yl]benzene